4-methoxy-2-methylbenzo[d]oxazol-6-amine HCl salt Cl.COC1=CC(=CC2=C1N=C(O2)C)N